CC1=C(OC2=C(C=C(C=C2C1=O)C)[C@@H](C)NC1=C(C(=O)O)C=CC=C1)C1=CC=C(C=C1)CCN1CCOCC1 (R)-2-((1-(3,6-dimethyl-2-(4-(2-morpholinoethyl)phenyl)-4-oxo-4H-chromen-8-yl)ethyl)amino)benzoic acid